(1S,3S)-3-((6-(5-chloro-3-(((((S)-1-cyclopropylethyl)(methyl)carbamoyl)oxy)methyl)thiophen-2-yl)-2-methylpyridin-3-yl)oxy)cyclohexane-1-carboxylic acid ClC1=CC(=C(S1)C1=CC=C(C(=N1)C)O[C@@H]1C[C@H](CCC1)C(=O)O)COC(N(C)[C@@H](C)C1CC1)=O